(E)-(1-(2-(aminomethyl)-3-fluoroallyl)indolin-5-yl)(pyrrolidin-1-yl)methanone benzyl-(R)-3-hydroxypyrrolidine-1-carboxylate C(C1=CC=CC=C1)OC(=O)N1C[C@@H](CC1)O.NC/C(/CN1CCC2=CC(=CC=C12)C(=O)N1CCCC1)=C\F